3-(methoxycarbonyl)-2-methylphenylboronic acid COC(=O)C=1C(=C(C=CC1)B(O)O)C